OC[C@H](CCC1OC1)NC(OC(C)(C)C)=O Tert-butyl ((2S)-1-hydroxy-4-(oxiran-2-yl)butan-2-yl)carbamate